CN(CCNC(=O)C=1N=C(OC1C1=CC=CC=C1)C1=CC=C(C=C1)[N+](=O)[O-])C (2-(dimethylamino)ethyl)-2-(4-nitrophenyl)-5-phenyloxazole-4-carboxamide